(cyclopentadienyl)antimony C1(C=CC=C1)[Sb]